FC=1C(=C(C(=O)N)C=C(C1F)CC1=C(C(=NC=C1)NS(NC1CCOCC1)(=O)=O)F)NC1=C(C=C(C=C1)I)F 3,4-Difluoro-2-(2-fluoro-4-iodoanilino)-5-[[3-fluoro-2-(oxane-4-ylsulfamoylamino)pyridin-4-yl]methyl]benzamide